8-chloro-2-(4-methoxyphenyl)thiochromen-4-one ClC=1C=CC=C2C(C=C(SC12)C1=CC=C(C=C1)OC)=O